1-(4-amino-7-(4-(3-aminopropyl)benzyl)-2-(ethoxymethyl)-1H-imidazo[4,5-c]quinolin-1-yl)-2-methylpropan-2-ol NC1=NC=2C=C(C=CC2C2=C1N=C(N2CC(C)(O)C)COCC)CC2=CC=C(C=C2)CCCN